8-[(tert-butyldimethylsilyl)oxy]-2-chloroquinoline-3-carboxylic acid [Si](C)(C)(C(C)(C)C)OC=1C=CC=C2C=C(C(=NC12)Cl)C(=O)O